CC1=C2C(=NC=C1)N=C(N2)C(Cl)(Cl)Cl 7-methyl-2-(trichloromethyl)-1H-imidazo[4,5-b]pyridine